NC1=C(C2=CC=CC=C2C=C1)C1=C(C=CC2=CC=CC=C12)O (R)-(-)-2-amino-2'-hydroxy-1,1'-binaphthyl